(S)-4-phenyl-N-[1-(3-pyridin-3-yl-phenyl)-ethyl]-butyramide C1(=CC=CC=C1)CCCC(=O)N[C@@H](C)C1=CC(=CC=C1)C=1C=NC=CC1